3-(4-bromophenyl)sulfanyl-5-chloro-N-hydroxy-pyridine-2-carboxamidine BrC1=CC=C(C=C1)SC=1C(=NC=C(C1)Cl)C(=N)NO